C(C)(C)OC1=NN(C=C1NC=1N=CC2=C(N1)N(C(=C2)C#N)[C@H]2COC[C@@H]2C)C2COC2 2-((3-isopropoxy-1-(oxetan-3-yl)-1H-pyrazol-4-yl)amino)-7-((3R,4R)-4-methyltetrahydrofuran-3-yl)-7H-pyrrolo[2,3-d]pyrimidine-6-carbonitrile